1,1,3,3-tetravinyldiethyldisiloxane C(=C)[Si](O[Si](C=C)(C=C)CC)(C=C)CC